Cl.BrC1=CC=C(C=C1)CCN 2-(4-bromophenyl)ethylamine hydrochloride